[Ho].[Tm] Thulium-holmium